5-bromo-2-(5,5-dimethyl-4,6-dihydro-1H-pyrimidin-2-yl)pyridin-3-amine BrC=1C=C(C(=NC1)C=1NCC(CN1)(C)C)N